6-(6-(4-bromo-1H-imidazol-1-yl)-3-(ethylsulfonyl)pyridin-2-yl)-2-(trifluoromethyl)pyrazolo[1,5-a]pyrimidine BrC=1N=CN(C1)C1=CC=C(C(=N1)C=1C=NC=2N(C1)N=C(C2)C(F)(F)F)S(=O)(=O)CC